FC(C1=NN=C(O1)C=1C=C(C(=NC1)COC1=CC2=C(C(=NO2)C)C=C1)F)F 6-((5-(5-(difluoromethyl)-1,3,4-oxadiazol-2-yl)-3-fluoropyridin-2-yl)methoxy)-3-methylbenzo[d]isoxazol